4-(2-(4-chloro-2-fluorophenyl)-5-fluoro-2-methylbenzo[d][1,3]dioxol-4-yl)piperidine TFA salt OC(=O)C(F)(F)F.ClC1=CC(=C(C=C1)C1(OC2=C(O1)C=CC(=C2C2CCNCC2)F)C)F